NC1=CC=C(C=C1)N1CCN(CC1)CCO 2-(4-(4-Aminophenyl)piperazin-1-yl)ethanol